FC(C(=O)O)(F)F.FC1=C(NC2=C(C=CC=3N2C=NC3)C(=O)O)C=CC(=C1)I 5-(2-fluoro-4-iodoanilino)imidazo[1,5-a]Pyridine-6-Carboxylic acid trifluoroacetic acid salt